3-(3-hydroxy-phenyl)-propionic acid OC=1C=C(C=CC1)CCC(=O)O